N1(CCC1)C1=CC=C(C=C1)C=1OC2=C(C(C1)=O)C=CC=1N=C(NC12)C(F)(F)F 8-(4-(azetidin-1-yl)phenyl)-2-(trifluoromethyl)chromeno[7,8-d]imidazol-6(1H)-one